FC1=CC=C(C=C1)N1C(C(=CC=C1CC)C(=O)O)=O 1-(4-fluorophenyl)-6-ethyl-2-oxo-1,2-dihydropyridine-3-carboxylic acid